(S)-N-((7-fluorospiro[chromane-3,1'-cyclopropan]-4-yl)methylene)-2-methylpropane-2-sulfinamide FC1=CC=C2C(C3(CC3)COC2=C1)C=N[S@@](=O)C(C)(C)C